C(C)C(COC([C@@H](N[P@](=O)(OC1=CC=CC=C1)OC1=C(C(=C(C(=C1F)F)F)F)F)C)=O)CC N-[(S)-(2,3,4,5,6-pentafluorophenoxy)phenoxyphosphoryl]-L-alanine-(2-ethylbutyl) ester